Methyl 2-(N-(4-(4-(2-(4,4-difluorocyclohexyl)-6-methylpyrimidin-4-yl)-1H-pyrazol-1-yl)-3-(6-azaspiro[2.5]octan-6-yl)phenyl)sulfamoyl)acetate FC1(CCC(CC1)C1=NC(=CC(=N1)C=1C=NN(C1)C1=C(C=C(C=C1)NS(=O)(=O)CC(=O)OC)N1CCC2(CC2)CC1)C)F